4-aminoquinolin-8-ol NC1=CC=NC2=C(C=CC=C12)O